Tribromophosphane BrP(Br)Br